[N+](#[C-])CC1=CC2=C(OCO2)C=C1 5-(isocyanomethyl)benzo[d][1,3]dioxole